tert-butyl 3-[3-methyl-4-[(3-nitro-6-phenyl-2-pyridyl)amino]phenyl]azetidine-1-carboxylate CC=1C=C(C=CC1NC1=NC(=CC=C1[N+](=O)[O-])C1=CC=CC=C1)C1CN(C1)C(=O)OC(C)(C)C